6,6-dimethyl-2-(2-((1-methyl-1H-pyrazol-5-yl)amino)pyrimidin-4-yl)-5-(2-morpholinoethyl)-5,6-dihydro-4H-thieno[2,3-c]pyrrol-4-one CC1(N(C(C2=C1SC(=C2)C2=NC(=NC=C2)NC2=CC=NN2C)=O)CCN2CCOCC2)C